2-[(R)-1-(2,3-Dihydro-[1,4]dioxino[2,3-b]pyridin-2-yl)methoxy]-9-(oxazol-2-ylmethoxy)-6,7-dihydro-pyrimido[6,1-a]isoquinolin-4-one O1[C@@H](COC2=NC=CC=C21)COC2=NC(N1C(C3=CC=C(C=C3CC1)OCC=1OC=CN1)=C2)=O